Cl.C(COCCOCCOCCOCCOCCOCCOCCN)N 3,6,9,12,15,18,21-heptaoxatricosane-1,23-diamine hydrochloride salt